[(3S)-3-(3,5-difluorophenyl)isoxazolidin-2-yl]-(trans-3-hydroxycyclobutyl)methanone FC=1C=C(C=C(C1)F)[C@H]1N(OCC1)C(=O)[C@@H]1C[C@H](C1)O